NC1=C2C(=NC=N1)N(N=C2C2=CC=C(C=C2)OC2=C(C=CC=C2)F)C=C(C(=O)N)N2CC=CC=C2 3-(4-amino-3-(4-(2-fluoro-phenoxy)phenyl)-1H-pyrazolo[3,4-d]pyrimidine-1-yl)(1-pyridyl)acrylamide